C(C)(=O)C1=C(C2=C(N=C(N=C2)NC2=CC=C(C=N2)C2CCN(CC2)CC2CN(C2)C2=CC=C(C=C2)NC2C(NC(CC2)=O)=O)N(C1=O)C1CCCC1)C 3-((4-(3-((4-(6-((6-acetyl-8-cyclopentyl-5-methyl-7-oxo-7,8-dihydropyrido[2,3-d]pyrimidin-2-yl)amino)pyridin-3-yl)piperidin-1-yl)methyl)azetidin-1-yl)phenyl)amino)piperidine-2,6-dione